CC1(C2=CC=CC=C2C=2C=CC(=CC12)N)C 9,9-dimethylfluorene-2-amine